4,5-dicyano-imidazole C(#N)C=1N=CNC1C#N